2-{[8-(3-methanesulfonylphenyl)-3-oxo-1H,2H,3H-benzo[e]isoindol-2-yl]methyl}prop-2-enamide CS(=O)(=O)C=1C=C(C=CC1)C=1C=CC2=C(C=3CN(C(C3C=C2)=O)CC(C(=O)N)=C)C1